C1(CC1)C1=NN=C2N1N=C(C=C2NCC2=NC=CC=C2)NC(CC)CC 3-cyclopropyl-N6-(1-ethylpropyl)-N8-(2-pyridylmethyl)-[1,2,4]triazolo[4,3-b]pyridazine-6,8-diamine